N-(p-tolyl)piperazine-1-carboxamide C1(=CC=C(C=C1)NC(=O)N1CCNCC1)C